CC1(O[C@@H](CN(C1)C=1N=C(C=2N=C(N(C(C2N1)=O)C)C)C1=C(C=C(C=C1)C(F)(F)F)F)C1=CC(=NC=C1)C)C (R)-6-(2,2-dimethyl-6-(2-methylpyridin-4-yl)morpholino)-8-(2-fluoro-4-(trifluoromethyl)phenyl)-2,3-dimethylpyrimido[5,4-d]pyrimidin-4(3H)-one